[5-bromo-3-((S)-2-methoxy-1-methyl-ethyl)-2,4-dioxo-3,4-dihydro-2H-pyrimidin-1-yl]-methyl acetate C(C)(=O)OCN1C(N(C(C(=C1)Br)=O)[C@H](COC)C)=O